6-fluoro-3-{1-[4-(2-oxa-7-aza-spiro[3.5]nonane-7-carbonyl)-phenyl]-1H-[1,2,3]triazol-4-yl}-1H-quinolin-2-one FC=1C=C2C=C(C(NC2=CC1)=O)C=1N=NN(C1)C1=CC=C(C=C1)C(=O)N1CCC2(COC2)CC1